[N-](S(=O)(=O)C(F)(F)C(F)(F)F)S(=O)(=O)C(F)(F)C(F)(F)F.C[N+]1(CCCC1)CC 1-methyl-1-ethylpyrrolidinium bis(pentafluoroethylsulfonyl)imide salt